FC=1C=C2C=C(C(NC2=NC1)=O)C=1N=NN(C1)C1=CC=C(C=C1)C(=O)N1CCN(CC1)CCCOC 6-fluoro-3-(1-{4-[4-(3-methoxy-propyl)-piperazine-1-carbonyl]-phenyl}-1H-[1,2,3]triazol-4-yl)-1H-[1,8]naphthyridin-2-one